1-[4-(4,4,5,5-tetramethyl-1,3,2-dioxaborolan-2-yl)phenyl]-3-azabicyclo[3.1.1]heptane-2,4-dione CC1(OB(OC1(C)C)C1=CC=C(C=C1)C12C(NC(C(C1)C2)=O)=O)C